N1C(C=CC=C1)=O.[Zn] zinc pyridone